COC(\C=C\CCCC)=O (E)-2-heptenoic acid methyl ester